C(NCCS(=O)(=O)O)N1C=C([C@H]2[C@H](O)[C@H](O)[C@@H](CO)O2)C(NC1=O)=O 1-Taurinomethylpseudouridin